NC=1C2=C(N=CN1)N(C(=C2C2=CC(=C(C=C2)Cl)OC)C#CC2(CN(C2)C(=O)OC(C)(C)C)O)C tert-butyl 3-{2-[4-amino-5-(4-chloro-3-methoxyphenyl)-7-methyl-7H-pyrrolo[2,3-d]pyrimidin-6-yl]ethynyl}-3-hydroxyazetidine-1-carboxylate